N-(5-(3-fluorobenzyl)pyridin-2-yl)-6-(hydroxymethyl)nicotinamide FC=1C=C(CC=2C=CC(=NC2)NC(C2=CN=C(C=C2)CO)=O)C=CC1